(2R,3R,4R,5S)-2-(hydroxymethyl)-5-(pyrrolo[2,1-f][1,2,4]triazin-4-ylamino)tetrahydro-2H-pyran-3,4-diol OC[C@H]1OC[C@@H]([C@H]([C@H]1O)O)NC1=NC=NN2C1=CC=C2